C(C)(C)C=1C=C(C=O)C=CC1C=O 3-isopropyl-terephthalaldehyde